C(C)(C)(C)NC(C(C1=CC=C(C=C1)O)N(C(CN1N=C(N=N1)C1=CC=C(C=C1)C)=O)CC=1OC=CC1)=O N-tert-butyl-2-{N-[(furan-2-yl)methyl]-2-[5-(4-methylphenyl)-2H-1,2,3,4-tetrazol-2-yl]acetamido}-2-(4-hydroxyphenyl)acetamide